F[C@@H]1C[C@@]2(CCCN2C1)COC=1N=C(C2=C(N1)OC1(CC2)CCCC2=CC=CC=C21)N2C[C@@H](NCC2)CC#N 2-((2S)-4-(2'-(((2R,7aS)-2-fluorotetrahydro-1H-pyrrolizin-7a(5H)-yl)methoxy)-3,4,5',6'-tetrahydro-2H-spiro[naphthalene-1,7'-pyrano[2,3-d]pyrimidin]-4'-yl)piperazin-2-yl)acetonitrile